C1(CCCCC1)NC=1C2=C(N=CC1C#CC1=CC=C(C=C1)F)NC=C2 N-cyclohexyl-5-((4-fluorophenyl)ethynyl)-1H-pyrrolo[2,3-b]pyridine-4-amine